C(#N)C=1C(=CC2=C(N(C(=N2)NC(CC(C)(C)C)=O)C2CCC2)C1F)F N-(6-cyano-1-cyclobutyl-5,7-difluoro-1H-benzo[d]imidazol-2-yl)-3,3-dimethylbutanamide